Cl.N1N=CC(=C1)CN1C(=CC2=CC=CC=C12)C#N 1-[(1H-pyrazol-4-yl)methyl]-1H-indole-2-carbonitrile hydrochloride